lithium triisopropoxy(1-methylimidazol-4-yl)boranuide C(C)(C)O[B-](C=1N=CN(C1)C)(OC(C)C)OC(C)C.[Li+]